1-methoxy-9,10-diphenylanthracene COC1=CC=CC2=C(C3=CC=CC=C3C(=C12)C1=CC=CC=C1)C1=CC=CC=C1